C(CCCCCCC\C=C/C\C=C/CCCCC)C1(OCC(O1)CCO)CCCCCCCCCSCSCCCCC 2-(2-((9Z,12Z)-octadeca-9,12-dien-1-yl)-2-(9-(((pentylthio)methyl)thio)nonyl)-1,3-dioxolan-4-yl)ethan-1-ol